6-chloro-2-(o-tolylamino)nicotinamide ClC1=NC(=C(C(=O)N)C=C1)NC1=C(C=CC=C1)C